C1(CC1)C=1C=2N(C=CC1)N=C(C2)[C@@H]2N(CCC1=C2N=CN1)C=1OC(=NN1)C (R)-2-(4-(4-cyclopropylpyrazolo[1,5-a]pyridin-2-yl)-1,4,6,7-tetrahydro-5H-imidazo[4,5-c]pyridin-5-yl)-5-methyl-1,3,4-oxadiazole